BrC=1N=C2N(N1)[C@@H](C[C@@H]2F)C2=CC=CC=C2 |r| rac-(5S,7S)-2-bromo-7-fluoro-5-phenyl-6,7-dihydro-5H-pyrrolo[1,2-b][1,2,4]triazole